1-{2-methanesulfonyl-5-[2-(triisopropylsilyl)ethynyl]pyrido[2,3-d]pyrimidin-7-yl}-3-oxa-1-azaspiro[4.4]nonan-2-one CS(=O)(=O)C=1N=CC2=C(N1)N=C(C=C2C#C[Si](C(C)C)(C(C)C)C(C)C)N2C(OCC21CCCC1)=O